(3-chloro-5-(naphthalen-2-yl)phenyl)phenanthrene ClC=1C=C(C=C(C1)C1=CC2=CC=CC=C2C=C1)C1=CC=CC=2C3=CC=CC=C3C=CC12